5-((N-isopropyl-2-(4-(prop-1-en-2-yl)phenoxy)acetamido)methyl)pyrazolo[1,5-a]pyridine-3-carboxamide C(C)(C)N(C(COC1=CC=C(C=C1)C(=C)C)=O)CC1=CC=2N(C=C1)N=CC2C(=O)N